(R)-2-((tert-butylsulfinyl)amino)-4-methylbenzoic acid C(C)(C)(C)[S@@](=O)NC1=C(C(=O)O)C=CC(=C1)C